C(CCCN)N 1,4-ButaneDiamine